FC1=NC=CC=C1CC=1C=NN(C1)C(=O)N[C@@H]1C(N(C2=C(OC1)C=CC(=C2)C#CC2CCOCC2)C)=O (S)-4-((2-Fluoropyridin-3-yl)methyl)-N-(5-methyl-4-oxo-7-((tetrahydro-2H-pyran-4-yl)ethynyl)-2,3,4,5-tetrahydrobenzo[b][1,4]oxazepin-3-yl)-1H-pyrazole-1-carboxamide